5,5-difluoro-4,5,6,7-tetrahydro-1H-indol-4-ol FC1(C(C=2C=CNC2CC1)O)F